di-oleyl-amine C(CCCCCCC\C=C/CCCCCCCC)NCCCCCCCC\C=C/CCCCCCCC